N-(3,5-dichloro-4-(2,6-dioxopiperidin-3-yl)benzyl)-2-methyl-2-(1,6-naphthyridin-7-yl)propanamide ClC=1C=C(CNC(C(C)(C2=NC=C3C=CC=NC3=C2)C)=O)C=C(C1C1C(NC(CC1)=O)=O)Cl